iron(II)-sulfide [Fe]=S